ClC=1C(=NN2C1CN(CCC2)C(=O)OC(C)(C)C)C(=O)OCC 5-(tert-butyl) 2-ethyl 3-chloro-7,8-dihydro-4H-pyrazolo[1,5-a][1,4]diazepine-2,5(6H)-dicarboxylate